(tert-butyl-2-((2-(4-chloro-1H-1,2,3-triazol-1-yl)-5-methylphenyl)amino)-2-oxoethyl)phenylalanine C(C)(C)(C)C(C(=O)NC1=C(C=CC(=C1)C)N1N=NC(=C1)Cl)N[C@@H](CC1=CC=CC=C1)C(=O)O